tert-butyl 5-{2-[4-({[(4-chlorophenyl) methyl]amino} carbonylamino) phenyl] acetyl}-2,5-diazabicyclo[2.2.1]heptane-2-carboxylate ClC1=CC=C(C=C1)CNC(=O)NC1=CC=C(C=C1)CC(=O)N1C2CN(C(C1)C2)C(=O)OC(C)(C)C